[(4-chloro-2-fluorophenyl)ethynyl]trimethylsilane ClC1=CC(=C(C=C1)C#C[Si](C)(C)C)F